3-Hydroxy-17-{2-[2-(2-methoxyethoxy)ethoxy]ethyl}morphinan-6-one OC=1C=CC=2C[C@@H]3[C@@H]4CCC(C[C@@]4(C2C1)CCN3CCOCCOCCOC)=O